phenylethylmalonic acid dipropyl ester C(CC)OC(C(C(=O)OCCC)CCC1=CC=CC=C1)=O